(2S)-2-{4-bromo-2-[2-(methoxymethyl)cyclopropyl]phenoxy}propanoic acid BrC1=CC(=C(O[C@H](C(=O)O)C)C=C1)C1C(C1)COC